C1(CCCCC1)NC1CCCCC1.C=CC1=CC=C(C=C1)S(=O)(=O)O p-styrenesulfonic acid dicyclohexylamine salt